benzyl (2S)-2-(carboxy)pyrrolidine-1-carboxylate C(=O)(O)[C@H]1N(CCC1)C(=O)OCC1=CC=CC=C1